2,6-difluoro-N-(4-(2-(4-fluorophenyl)but-3-yn-2-yl)thiazol-2-yl)-4-(piperazin-1-yl)benzamide FC1=C(C(=O)NC=2SC=C(N2)C(C)(C#C)C2=CC=C(C=C2)F)C(=CC(=C1)N1CCNCC1)F